3-(6-fluoro-5-(3-((4'-fluoro-5,5-dimethyl-3,4,5,6-tetrahydro-[1,1'-biphenyl]-2-yl)methyl)-3,8-diazabicyclo[3.2.1]octane-8-carbonyl)-1-oxoisoindolin-2-yl)piperidine-2,6-dione FC1=C(C=C2CN(C(C2=C1)=O)C1C(NC(CC1)=O)=O)C(=O)N1C2CN(CC1CC2)CC2=C(CC(CC2)(C)C)C2=CC=C(C=C2)F